(4'S,5'R)-6''-Chloro-4'-(3-chloro-2-fluorophenyl)-N-(trans-4-hydroxycyclohexyl)-2''-oxo-1'',2''-dihydrodispiro[cyclohexane-1,2'-pyrrolidine-3',3''-indole]-5''-carboxylic Acid ClC1=C(C=C2C3(C(NC2=C1)=O)C1(N(C[C@@H]3C3=C(C(=CC=C3)Cl)F)[C@@H]3CC[C@H](CC3)O)CCCCC1)C(=O)O